(S)-2-(1-(2-methoxyethyl)-1H-pyrazol-4-yl)-N-(2-methyl-5-(1-((2-methylpyrrolidin-1-yl)methyl)cyclopropanecarboxamido)pyridin-3-yl)pyrazolo[5,1-b]thiazole-7-carboxamide COCCN1N=CC(=C1)C1=CN2C(S1)=C(C=N2)C(=O)NC=2C(=NC=C(C2)NC(=O)C2(CC2)CN2[C@H](CCC2)C)C